C(C)(C)N1CCC(CC1)N1CCC(CC1)C=1C=C2C(=C(NC2=CC1)C1=C2C(=NC=N1)N(N=C2)C)C 4-(5-(1'-isopropyl-[1,4'-bipiperidin]-4-yl)-3-methyl-1H-indol-2-yl)-1-methyl-1H-pyrazolo[3,4-d]pyrimidine